4-methylenetetrahydrofuran-2-yl acrylate C(C=C)(=O)OC1OCC(C1)=C